Propylene thiol C(C(C)S)S